sodium (S)-3-(4-fluoro-3'-(trifluoromethoxy)biphenyl-3-yl)-3-(3-(1-methyl-4-oxido-2-oxo-1,2-dihydropyridin-3-yl)ureido)propanoate FC1=C(C=C(C=C1)C1=CC(=CC=C1)OC(F)(F)F)[C@H](CC(=O)[O-])NC(=O)NC=1C(N(C=CC1[O-])C)=O.[Na+].[Na+]